C(C)C=1C(NC=2C=C(C=NC2C1)CN1C[C@@H](N(C[C@@H]1C)C=1C=CC(=NC1)C(=O)NC)C)=O 5-((2s,5s)-4-((7-ethyl-6-oxo-5H-1,5-naphthyridin-3-yl)methyl)-2,5-dimethylpiperazin-1-yl)-N-methylpyridine-2-carboxamide